CC1(CC(N(C1)C=1C=NC=2CCN(CC2C1)C=1C(=C(C=2N(N1)C(C=CN2)=O)C)C)=O)C 7-(3-(4,4-dimethyl-2-oxopyrrolidin-1-yl)-7,8-dihydro-1,6-naphthyridin-6(5H)-yl)-8,9-dimethyl-4H-pyrimido[1,2-b]pyridazin-4-one